(S)-(5-(1-cyclobutyl-1H-pyrazol-4-yl)-1,3,4-oxadiazol-2-yl)(4-(4,7-difluorobenzo[d]oxazol-2-yl)-6,7-dihydro-1H-imidazo[4,5-c]pyridin-5(4H)-yl)methanone C1(CCC1)N1N=CC(=C1)C1=NN=C(O1)C(=O)N1[C@@H](C2=C(CC1)NC=N2)C=2OC1=C(N2)C(=CC=C1F)F